((Fluoromethyl)sulfinyl)benzene FCS(=O)C1=CC=CC=C1